C(C)(C)(C)C1=C(OCC2CN(C2)C(CC(=O)O)=O)C=CC(=C1)F 3-{3-[(2-tert-butyl-4-fluorophenoxy)methyl]azetidin-1-yl}-3-oxopropanoic acid